6-chloro-7-(2-fluoro-6-hydroxyphenyl)-1-(2-methoxy-6-(2-propanyl)phenyl)-4-((2S)-2-methyl-4-(2-propenoyl)-1-piperazinyl)pyrido[2,3-d]pyrimidin-2(1H)-one ClC1=CC2=C(N(C(N=C2N2[C@H](CN(CC2)C(C=C)=O)C)=O)C2=C(C=CC=C2C(C)C)OC)N=C1C1=C(C=CC=C1O)F